ClC1=NC(=NC(=N1)CC(C(F)(F)F)C1=CC=CC=C1)N[C@@H](CO)CC(C)C (2R)-2-((4-Chloro-6-(3,3,3-trifluoro-2-phenylpropyl)-1,3,5-triazin-2-yl)amino)-4-methylpentan-1-ol